C(C)OC(=O)C1=C(N=C(S1)NC1=NC(=CC(=N1)CC(=O)N1CCC(CC1)C(=O)OCC)NCC1=CC=C(C=C1)S(N)(=O)=O)C 2-[[4-[2-(4-ethoxycarbonyl-piperidin-1-yl)-2-oxo-ethyl]-6-(4-sulfamoylbenzylamino)-2-pyrimidinyl]amino]-4-methyl-5-thiazolecarboxylic acid ethyl ester